FC1C(C1)C(CC(C(=O)OC)=O)=O Methyl 4-(2-fluorocyclopropyl)-2,4-dioxobutanoate